4-(1',2'-dihydrospiro[cyclohexane-1,3'-pyrrolo[2,3-b]pyridin]-4-yl)-1,4-diazepan-1-carboxylic acid ethyl ester C(C)OC(=O)N1CCN(CCC1)C1CCC2(CNC3=NC=CC=C32)CC1